C(#N)CC=1C=C(CNCCCCOCCNC2=NC3=C(C4=CN=CC=C24)C=CC=C3)C=C(C1)F 5-((2-(4-((3-(cyanomethyl)-5-fluorobenzyl)amino)butoxy)ethyl)amino)benzo[c][2,6]naphthyridine